FC1=CC=C(C=C1)N1C(N(C=C(C1=O)C(=O)OC(C)C)C(C)C)=O isopropyl 3-(4-fluorophenyl)-1-isopropyl-2,4-dioxo-pyrimidine-5-carboxylate